1-((3-(5-(3,5-Difluorophenyl)-4,5-dihydro-1H-pyrazole-1-carbonyl)bicyclo[1.1.1]pent-1-yl)methyl)-5-methyl-1,2-dihydro-3H-pyrazol-3-one FC=1C=C(C=C(C1)F)C1CC=NN1C(=O)C12CC(C1)(C2)CN2NC(C=C2C)=O